2-(4-fluorophenyl)propanoyl chloride FC1=CC=C(C=C1)C(C(=O)Cl)C